CC1C=CNN1C(CC)CC 5-methyl-N-(pentan-3-yl)pyrazoline